COC1(CCOCC1)C1=CC(=NC=C1)N1N=CC(=C1)S(=O)(=O)NC=1C=CC=C2C=NN(C12)C 1-(4-(4-methoxytetrahydro-2H-pyran-4-yl)pyridin-2-yl)-N-(1-methyl-1H-indazol-7-yl)-1H-pyrazole-4-sulfonamide